C(C)(C)(C)OC(=O)N1C[C@@H]2COC3=C(CN2CC1)C=C(C(=C3F)C3=C(C=CC=C3CO)F)F (12AR)-8,10-difluoro-9-[2-fluoro-6-(hydroxymethyl)phenyl]-3,4,12,12a-tetrahydro-6H-pyrazino[2,1-c][1,4]benzoxazepine-2(1H)-carboxylic acid tert-butyl ester